C(C=C)(=O)OCCSCCSCCSCCOC(C=C)=O bis(2-acryloyloxyethylthioethyl) sulfide